C(C)N(C(C1=C(C=C(C(=C1)C(C)C)O)O)=O)C1=CC(=C(C(=C1)OC)OC)OC N-ethyl-2,4-dihydroxy-5-isopropyl-N-(3,4,5-trimethoxyphenyl)benzamide